methyl 3-amino-1-methyl-1H-pyrazolo[4,3-b]pyridine-6-carboxylate NC1=NN(C=2C1=NC=C(C2)C(=O)OC)C